NC=1C(=NC(=C(N1)C=1OC=CN1)C1=CN(C(C=C1)=O)C)C(=O)NCC1=NC(=CC=C1)N 3-amino-N-((6-aminopyridin-2-yl)methyl)-6-(1-methyl-6-oxo-1,6-dihydropyridin-3-yl)-5-(oxazol-2-yl)pyrazine-2-carboxamide